N,N-dimethylethene-sulfonamide CN(S(=O)(=O)C=C)C